C[C@]12CC[C@@H]([C@]([C@@H]1CC[C@@]3([C@@H]2CC=C4[C@]3(CC[C@@]5([C@H]4CC(CC5)(C)C)C(=O)O)C)C)(C)CO)O The molecule is a pentacyclic triterpenoid that is the C-4 epimer of hederagenin. It has been isolated from the roots of Rubia yunnanensis. It has a role as a plant metabolite. It is a dihydroxy monocarboxylic acid, a pentacyclic triterpenoid and a sapogenin. It derives from an oleanolic acid. It derives from a hydride of an oleanane.